6-((5-methoxypyridin-2-yl)amino)nicotinamide COC=1C=CC(=NC1)NC1=NC=C(C(=O)N)C=C1